6-(3,5-dimethyl-1H-pyrazol-1-yl)benzo[d]isoxazol-3-amine CC1=NN(C(=C1)C)C1=CC2=C(C(=NO2)N)C=C1